C[Sn](C)=O dimethyltin oxide